4-(2-Methyl-2,8-diazaspiro[4.5]decan-8-yl)-5-(oxetan-3-ylmethoxy)-2-(pyridin-4-yl)pyrido[3,4-d]pyrimidine CN1CC2(CC1)CCN(CC2)C=2C1=C(N=C(N2)C2=CC=NC=C2)C=NC=C1OCC1COC1